C(#N)CN(C(C)=O)CC1CN(C=2N(C1)N=CC2)C2=CC=C(C=C2)C(F)(F)F N-(cyanomethyl)-N-((4-(4-(trifluoromethyl)phenyl)-4,5,6,7-tetrahydropyrazolo[1,5-a]pyrimidin-6-yl)methyl)acetamide